5-(2-(trifluoromethyl)benzyl)-4,5-Dihydroisoxazole-5-carboxamide FC(C1=C(CC2(CC=NO2)C(=O)N)C=CC=C1)(F)F